Racemic-3-ethyl-3-methyl-6-((7-((4-(methylsulfonyl)phenyl)amino)-2,6-naphthyridin-1-yl)ethynyl)indolin-2-one C(C)[C@]1(C(NC2=CC(=CC=C12)C#CC1=NC=CC2=CN=C(C=C12)NC1=CC=C(C=C1)S(=O)(=O)C)=O)C |r|